COC(=O)C1CC=C(CC1)C=1C=C2C(=NC(=NC2=CC1OC)C)N[C@H](C)C1=CC(=CC(=C1)C(F)(F)F)NC(=O)OC(C)(C)C 4-(4-(((R)-1-(3-((tert-butoxycarbonyl)amino)-5-(trifluoromethyl)phenyl)ethyl)amino)-7-methoxy-2-Methylquinazolin-6-yl)cyclohex-3-ene-1-carboxylic acid methyl ester